(R)-4-(5-chloro-1-methyl-1H-pyrazol-4-yl)-6-(3-(methylamino)pyrrolidin-1-yl)pyrimidin-2-amine ClC1=C(C=NN1C)C1=NC(=NC(=C1)N1C[C@@H](CC1)NC)N